methyl 2-chloro-3-(4-methoxyphenyl)-3-oxopropanoate ClC(C(=O)OC)C(=O)C1=CC=C(C=C1)OC